tert-butyl (R,Z)-5-((tert-butylsulfinyl)imino)-3-fluoro-5,7-dihydrospiro[cyclopenta[b]pyridine-6,4'-piperidine]-1-carboxylate C(C)(C)(C)[S@@](=O)\N=C\1/C2=C(N(CC(=C2)F)C(=O)OC(C)(C)C)CC12CCNCC2